(2,2-difluoroethyl)-3-(5,5-dimethyl-2-oxa-5-silahex-1-yl)-2,3-dihydro-1H-benzo[d]imidazol-2-one FC(CN1C(N(C2=C1C=CC=C2)COCC[Si](C)(C)C)=O)F